isophorone di-isocyanate [N-]=C=O.[N-]=C=O.O=C1C=C(CC(C)(C)C1)C